((1R,2R)-2-hydroxy-4,4-dimethyl-1,2,3,4-tetrahydronaphthalen-1-yl)-3-(5-methyl-2-phenylpyridin-3-yl)urea O[C@H]1[C@@H](C2=CC=CC=C2C(C1)(C)C)NC(=O)NC=1C(=NC=C(C1)C)C1=CC=CC=C1